C(CCC)N1N=NN=C1C(C=1C=C(C=CC1)O)N1CCN(CC1)C1=C(C=CC=C1C)C 3-((1-butyl-1H-tetrazol-5-yl)(4-(2,6-dimethylphenyl)piperazin-1-yl)methyl)phenol